CC=1C(=C2C=NNC2=CC1C)N1CC=2N=C(N=C(C2CC1)N1CC2(CNC(N2)=O)CCC1)OCC12CCCN2CCC1 7-(7-(5,6-dimethyl-1H-indazol-4-yl)-2-((hexahydro-1H-pyrrolizin-7a-yl)methoxy)-5,6,7,8-tetrahydropyrido[3,4-d]pyrimidin-4-yl)-1,3,7-triazaspiro[4.5]decan-2-one